Dichloro[1,3-bis(2,4,6-trimethylphenyl)-2-imidazolidinylidene](3-phenyl-1H-inden-1-ylidene)diphenylphenoxyphosphine ClC1=C(C(C(OP(C2=CC=CC=C2)(C2=CC=CC=C2)=C2C=C(C3=CC=CC=C23)C2=CC=CC=C2)C=C1)=C1N(CCN1C1=C(C=C(C=C1C)C)C)C1=C(C=C(C=C1C)C)C)Cl